9-(p-cyanophenyl)acridine C(#N)C1=CC=C(C=C1)C=1C2=CC=CC=C2N=C2C=CC=CC12